CC1(NCC2C1CNC2)C 1,1-dimethyloctahydropyrrolo[3,4-c]pyrrole